[In]=S.[Ag] silver-indium-sulfide